(19R)-3-cyclobutyl-16-fluoro-11,19-dimethyl-20-oxa-3,4,10,11,23-pentaazapentacyclo[19.3.1.02,6.08,12.013,18]pentacosa-1(24),2(6),4,8(12),9,13,15,17,21(25),22-decaen-22-amine C1(CCC1)N1C=2C3=CN=C(C(O[C@@H](C4=CC(=CC=C4C=4N(N=CC4CC2C=N1)C)F)C)=C3)N